BrC1=CC=C2C=NN(C3(C(=NN(C3=O)C3=CC=CC=C3)C)C2=C1)C(C=C(C)C)=O 7-Bromo-3'-methyl-2-(3-methylbut-2-enoyl)-1'-phenyl-2H-spiro[phthalazine-1,4'-pyrazol]-5'(1'H)-one